N-(5-Chloro-6-(4-(hydroxymethyl)-2H-1,2,3-triazol-2-yl)pyridin-3-yl)-1-(1-oxo-1,2-dihydroisochinolin-5-yl)-5-(trifluoromethyl)-1H-pyrazol-4-carboxamid ClC=1C=C(C=NC1N1N=CC(=N1)CO)NC(=O)C=1C=NN(C1C(F)(F)F)C1=C2C=CNC(C2=CC=C1)=O